C(#N)C1=C[C@@]2([C@H](CCC=3C(=NC(=NC23)C2=CC(=NC=C2)C=CCN(C)C)C2=C(C=CC=C2)F)[C@H](C1=O)C)C 3-(4-((6aR,7R,10aS)-9-cyano-4-(2-fluorophenyl)-7,10a-dimethyl-8-oxo-5,6,6a,7,8,10a-hexahydrobenzo[h]quinazolin-2-yl)pyridin-2-yl)-N,N-dimethylallylamine